propionic acid 3-(2-(isopropyl (methyl) amino) ethyl)-1H-indol-7-yl ester C(C)(C)N(CCC1=CNC2=C(C=CC=C12)OC(CC)=O)C